C(CCC)NC([C@@H](NC1=NC=2C=CC=CC2C=2N1N=C(N2)C2=C(C=C(C=C2)Cl)OC(F)F)C)=O N-butyl-N2-{2-[4-chloro-2-(difluoromethoxy)phenyl][1,2,4]triazolo[1,5-c]quinazolin-5-yl}alaninamide